C(CCCCCCC\C=C/C\C=C/CCCCC)(=O)O.C(CCCCCCC\C=C/C\C=C/CCCCC)(=O)O.C1(=C(C=CC=C1)C(NC)C1=C(C=CC=C1)C)C ditolyl-dimethylamine dilinoleate